Tert-butyl-4-(3-bromo-2,2-dimethyl-2H-chromen-7-yl)piperazin C(C)(C)(C)N1CCN(CC1)C1=CC=C2C=C(C(OC2=C1)(C)C)Br